2-((1,4-dimethylpiperidin-4-yl)methyl)-5-(5-methyl-3,4,5,6-tetrahydropyridin-2-yl)benzo[d]thiazole CN1CCC(CC1)(C)CC=1SC2=C(N1)C=C(C=C2)C2=NCC(CC2)C